ClC1=C(C2=C(C=3C(=NC(=NC13)S(=O)(=O)CC)NCC1=CC(=NN1)C)COC2)C2=CC=C(C=1SC(=C(C12)C#N)NC(OC(C)(C)C)=O)F tert-Butyl (4-(5-chloro-3-(ethylsulfonyl)-1-(((3-methyl-1H-pyrazol-5-yl)methyl)amino)-7,9-dihydrofuro[3,4-f]quinazolin-6-yl)-3-cyano-7-fluorobenzo[b]thiophen-2-yl)carbamate